2-(3-tert-butyl-5-octyl-2-hydroxyphenyl)-5-chloro-2H-benzotriazole C(C)(C)(C)C=1C(=C(C=C(C1)CCCCCCCC)N1N=C2C(=N1)C=CC(=C2)Cl)O